{(S)-1-(4-Bromophenyl)ethyl}-4-((R)-3-(3-{trifluoromethyl}phenoxy)pyrrolidin-1-yl)tetrahydro-2H-pyran-4-carboxamide, hydrochloride Cl.BrC1=CC=C(C=C1)[C@H](C)C1OCCC(C1)(C(=O)N)N1C[C@@H](CC1)OC1=CC(=CC=C1)C(F)(F)F